FC1=C(C=CC(=C1F)C=1C(=NN(C1)CC1CCOCC1)C)C1=CN=C(N1C)C(=O)N 5-[2,3-difluoro-4-[3-methyl-1-(tetrahydropyran-4-ylmethyl)pyrazol-4-yl]phenyl]-1-methyl-imidazole-2-carboxamide